1-(5-tert-butyl-1,3,4-thiadiazol-2-yl)-3,4-dimethyl-5-hydroxy-5H-pyrrol-2-one C(C)(C)(C)C1=NN=C(S1)N1C(C(=C(C1O)C)C)=O